4-(2-(4-(1H-imidazol-1-yl)-3-methylbenzylidene)hydrazineyl)-6,7-dimethoxyquinoline HCl salt Cl.N1(C=NC=C1)C1=C(C=C(C=NNC2=CC=NC3=CC(=C(C=C23)OC)OC)C=C1)C